1-bromo-2-methoxy-4-(1-(methylsulfonyl)ethyl)benzene BrC1=C(C=C(C=C1)C(C)S(=O)(=O)C)OC